4-(4-nitro-1H-pyrazol-1-yl)pyridine [N+](=O)([O-])C=1C=NN(C1)C1=CC=NC=C1